FC1=C(C=CC=C1)N1C(C2=CC=C(C=C2CC1)O)=O 2-(2-fluorophenyl)-6-hydroxy-3,4-dihydroisoquinolin-1(2H)-one